C(C)(C)(C)OC(C=C1[C@H]2CC(C=C2C1)CC)=O (1R,5S)-3-ethylbicyclo[3.2.0]hept-ene-6-ylideneacetic acid tert-butyl ester